2-(5-(aminomethyl)-1,3,4-thiadiazol-2-yl)-N-(1-methylpiperidin-4-yl)-1-(2,2,2-trifluoroethyl)-1H-indol-4-amine NCC1=NN=C(S1)C=1N(C=2C=CC=C(C2C1)NC1CCN(CC1)C)CC(F)(F)F